BrCC=1C=CC=2C=3N(C(NC2C1F)=O)C=CN3 8-(bromomethyl)-7-fluoroimidazo[1,2-c]quinazolin-5(6H)-one